C(C1=CC=CC=C1)(C1=CC=CC=C1)(C1=CC=CC=C1)SC1=CC=C(C(=O)N(C)OC)C=C1 4-[(trityl)thio]-N-methoxy-N-methylbenzamide